[O-2].[Ag+].[Cu+2] copper-silver oxide